magnesium p-methylsulfonylphenyl-serine salt CS(=O)(=O)C1=CC=C(C=C1)N[C@@H](CO)C(=O)[O-].[Mg+2].CS(=O)(=O)C1=CC=C(C=C1)N[C@@H](CO)C(=O)[O-]